N1-(8-oxo-6,7,8,9-tetrahydro-5H-pyrido[2,3-b]azepin-7-yl)-N2-phenethyloxalamide O=C1C(CCC2=C(N1)N=CC=C2)NC(C(=O)NCCC2=CC=CC=C2)=O